N1=C(C=CC=C1)SSCCC(=O)NCCCCCC(=O)ON1C(CCC1=O)=O succinimidyl 6-[3'-(2-pyridyldithio) propionamido]hexanoate